5-bromopentanyl-sodium BrCCCCC[Na]